OC(C)CCC[C@@H](C)[C@H]1CC[C@H]2[C@@H]3CC[C@H]4[C@H]([C@H](CC[C@]4(C)[C@H]3CC[C@]12C)O)O 24-(1-hydroxyethyl)-5α-cholane-3β,4β-diol